N-(4-(5-amino-1-(3,6-dihydro-2H-pyran-4-yl)imidazo[1,5-c]pyrimidin-3-yl)benzyl)-5-fluoro-2-methoxybenzamide NC1=NC=CC=2N1C(=NC2C=2CCOCC2)C2=CC=C(CNC(C1=C(C=CC(=C1)F)OC)=O)C=C2